tert-butyl 5-(6-carbamoyl-8-fluoro-2-oxido-1,3,4,5-tetrahydro-thiopyrano[4,3-b]indol-9-yl)-3,4-dihydroisoquinoline-2(1H)-carboxylate C(N)(=O)C1=CC(=C(C=2C3=C(NC12)CCS(C3)=O)C3=C1CCN(CC1=CC=C3)C(=O)OC(C)(C)C)F